C(OC1=CC(=CC=C1)OCC=C)([O-])=O (3-(allyloxy) phenyl) carbonate